ICC/C=C/CCC(OC)OC(CC\C=C\CCI)OC (3E)-6-iodo-3-hexenylmethoxymethyl ether